6-(tert-butyl)-1-isopropyl-1H-pyrazolo[3,4-d]Pyrimidin-4-ol C(C)(C)(C)C1=NC(=C2C(=N1)N(N=C2)C(C)C)O